5-chloro-4',4'-difluoro-2-[(4-methylpiperazin-1-yl)methyl]-7,8-dihydro-6H-spiro[[1,3]oxazolo[5,4-f]quinazoline-9,1'-cyclohexan]-7-one ClC=1C=C2C(=C3C1NC(NC31CCC(CC1)(F)F)=O)OC(=N2)CN2CCN(CC2)C